ClC1=CC=C(N=N1)NC(OC(C)(C)C)=O tert-butyl (6-chloropyridazin-3-yl)carbamate